N-[(7S)-1-(butoxy)-2,3,10-trimethoxy-9-oxo-5,6,7,9-tetrahydrobenzo[a]heptalen-7-yl]acetamide C(CCC)OC1=C(C(=CC2=C1C1=CC=C(C(C=C1[C@H](CC2)NC(C)=O)=O)OC)OC)OC